ClC1=C(C(=CC=C1C1CC1)Cl)[C@@H](C)N1C(NC=2C=NC(=CC21)C2=C(C=CC=C2)C(C(=O)O)C)=O 2-(2-(1-((R)-1-(2,6-dichloro-3-cyclopropylphenyl)ethyl)-2-oxo-2,3-dihydro-1H-imidazo[4,5-c]pyridin-6-yl)phenyl)propanoic acid